CN(C)CC1=NN2C(C(=CC=C2)C(=O)N[C@H](C(=O)N[C@@H](CC(=O)O)C=2C=C(C=C(C2F)C)C2=C(C=C(C=C2C)C)C)CC(C)C)=N1 (3S)-3-[(2S)-2-({2-[(dimethylamino)methyl]-[1,2,4]triazolo[1,5-a]pyridin-8-yl}formamido)-4-methylpentanamido]-3-{4-fluoro-2',4',5,6'-tetramethyl-[1,1'-biphenyl]-3-yl}propanoic acid